((1H-Imidazol-1-yl)methyl)-5-(1-ethyl-3-(trifluoromethyl)-1H-pyrazol-4-yl)-6'-methyl-3,4-dihydro-1H-[2,4'-biisoquinolin]-1-one N1(C=NC=C1)CC1N(C(C2=CC=CC(=C2C1)C=1C(=NN(C1)CC)C(F)(F)F)=O)C1=CN=CC2=CC=C(C=C12)C